C[C@]12[C@H]3CC[C@@]4([C@H](CC[C@H]4[C@@H]3CC[C@H]2CC(CC1)NC1=CC=CC=C1)[C@H](C)CCCC(C)C)C (5S,8R,9S,10S,13R,14S,17R)-10,13-dimethyl-17-((R)-6-methylheptan-2-yl)-N-phenylhexadecahydro-1H-cyclopenta[a]phenanthren-3-amine